perfluorononylethyl-malonic acid FC(C(F)(F)F)(C(C(=O)O)(C(=O)O)C(C(C(C(C(C(C(C(C(F)(F)F)(F)F)(F)F)(F)F)(F)F)(F)F)(F)F)(F)F)(F)F)F